tert-Butyl ((1r,4r)-4-(3-amino-6-cyano-1-(2-(phenylsulfonyl)ethyl)-1H-indole-2-carboxamido)cyclohexyl)carbamate NC1=C(N(C2=CC(=CC=C12)C#N)CCS(=O)(=O)C1=CC=CC=C1)C(=O)NC1CCC(CC1)NC(OC(C)(C)C)=O